4-fluorophenoxy-((((R)-1-(6-amino-9H-purin-9-yl)propan-2-yl)oxy)methyl)phosphoryl chloride FC1=CC=C(OP(=O)(CO[C@@H](CN2C3=NC=NC(=C3N=C2)N)C)Cl)C=C1